C(CCC)C1(CS(C2=C(N(C1)C1=CC=C(C=C1)F)C=C(C(=C2)O/C=C/C(=O)O)SC)(=O)=O)CC racemic-(E)-3-((3-butyl-3-ethyl-5-(4-fluorophenyl)-7-(methylthio)-1,1-dioxido-2,3,4,5-tetrahydro-1,5-benzothiazepin-8-yl)oxy)acrylic acid